3-(5,5,8,8-tetramethyl-5,6,7,8-tetrahydronaphthalen-2-yl)propanoic acid CC1(C=2C=CC(=CC2C(CC1)(C)C)CCC(=O)O)C